ethyl-3,3,3-trifluoro-2-hydroxy-2-[4-(4,4,5,5-tetramethyl-1,3,2-dioxaborolan-2-yl)phenyl]propanamide C(C)NC(C(C(F)(F)F)(C1=CC=C(C=C1)B1OC(C(O1)(C)C)(C)C)O)=O